ClC1=NC(=C(C(=O)NC2=NN=NN2C)C=C1)C(F)(F)F 6-chloro-N-(1-methyl-1H-tetrazol-5-yl)-2-(trifluoromethyl)nicotinamide